P(=O)(OCCOC(C=C)=O)(OCCBr)O acryloyloxyethyl 2-bromoethyl hydrogen phosphate